4-(chloromethyl)-5-methyl-1-{[2-(trimethylsilyl)ethoxy]methyl}-1H-imidazole ClCC=1N=CN(C1C)COCC[Si](C)(C)C